FC(OC=1C(=NC=CC1)CN1C(C(=CC=2C1=NC(=CN2)C)C2CCN(CC2)C(=O)OC(C)(C)C)=O)F tert-butyl 4-(5-((3-(difluoromethoxy)pyridin-2-yl)methyl)-3-methyl-6-oxo-5,6-dihydropyrido[2,3-b]pyrazin-7-yl)piperidine-1-carboxylate